4'-hydroxy-acetophenone OC1=CC=C(C=C1)C(C)=O